2-(4-bromophenyl)-5-iodo-1-(2-methoxybenzyl)-1H-imidazole BrC1=CC=C(C=C1)C=1N(C(=CN1)I)CC1=C(C=CC=C1)OC